ClC1=NN2C(N=CC(=C2[C@H](C)OC)NC2=CC=C(C=C2)[C@H](C(F)(F)F)N(C(=O)C2CCC(CC2)C(=O)N)C)=N1 (1r,4S)-N1-((S)-1-(4-((2-chloro-7-((S)-1-methoxyethyl)-[1,2,4]triazolo[1,5-a]pyrimidin-6-yl)amino)phenyl)-2,2,2-trifluoroethyl)-N1-methylcyclohexane-1,4-dicarboxamide